CS(=O)(=O)C[C@@H]1[C@H](N(C1)C=1C=CC(=C2C=C(N=CC12)NC1=NC(=NC=C1)N1C[C@@H]([C@@H](CC1)OC)O)C(C)C)C (3S,4R)-1-[4-({8-[(2R,3S)-3-(methanesulfonyl-methyl)-2-methylazetidin-1-yl]-5-(propan-2-yl)isoquinolin-3-yl}amino)pyrimidin-2-yl]-4-methoxy-piperidin-3-ol